(S)-4-(2-(2-methylthiazol-4-yl)2-(5-phenyloxazol-2-ylamino)ethyl)phenyl-sulfamic acid CC=1SC=C(N1)[C@H](CC1=CC=C(C=C1)NS(O)(=O)=O)NC=1OC(=CN1)C1=CC=CC=C1